3-((benzyloxy)methyl)-1-((2R,3R,4R,5R)-5-((bis(4-methoxyphenyl)(phenyl)methoxy)-methyl)-4-(2-hydroxyethoxy)-3-methoxytetrahydrofuran-2-yl)pyrimidine-2,4(1H,3H)-dione C(C1=CC=CC=C1)OCN1C(N(C=CC1=O)[C@@H]1O[C@@H]([C@H]([C@H]1OC)OCCO)COC(C1=CC=CC=C1)(C1=CC=C(C=C1)OC)C1=CC=C(C=C1)OC)=O